CC1=CN(C2=NC=C(C=C21)[N+](=O)[O-])CC2=CC=C(C=C2)C(F)(F)F 3-methyl-5-nitro-1-(4-(trifluoromethyl)benzyl)-1H-pyrrolo[2,3-b]pyridine